OCCC(=O)NN 3-hydroxypropanehydrazide